BrCCCCOC1=CC=C2C=CC(NC2=C1)=O 7-(4-bromobutoxy)-quinolinone